C(C)(C)OP(=O)(C1=CC=CC=C1)C(C(C)(C)C)=O Isopropylpivaloylphenylphosphinate